hydroxy-1-methoxy-6,7,8,9-tetrahydro-5H-benzo[7]annulen-5-one OC=1C=CC2=C(CCCCC2=O)C1OC